5-chloro-2-nitro-4-(trifluoromethoxy)aniline ClC=1C(=CC(=C(N)C1)[N+](=O)[O-])OC(F)(F)F